6,12,15,18,21,24,27,30,33-Nonaoxa-3,9-diazapentatriacontanamide C(CNCCOCCNCCOCCOCCOCCOCCOCCOCCOCCOCC)(=O)N